2-methoxy-5-methyl-4-(1,4-dioxa-8-azaspiro[4.5]decan-8-yl)aniline COC1=C(N)C=C(C(=C1)N1CCC2(OCCO2)CC1)C